1,9-diazaspiro[5.5]undecane N1CCCCC12CCNCC2